C1(CC1)C1=C(C=CC(=C1)F)C(C)N1C[C@@H](N(C[C@H]1CC)C=1C=2C(N(C(C1)=O)C)=CN(N2)CC#N)CC 2-(7-((2S,5R)-4-(1-(2-cyclopropyl-4-fluorophenyl)ethyl)-2,5-diethylpiperazin-1-yl)-4-methyl-5-oxo-4,5-dihydro-2H-pyrazolo[4,3-b]pyridin-2-yl)acetonitrile